C(=O)C1=[NH+]C=C(C=C1)C1=CC(=CC(=C1)C=1C=CC(=[NH+]C1)C=O)C=1C=CC(=[NH+]C1)C=O 1,3,5-tri(2-formylpyridinium-5-yl)benzene